ClC=1C(=NC=CC1C=1C(=C(C=CC1)NC(C1=NC=C(C=C1)CN1CC(CC1)O)=O)C)C1=CC(=C(C=C1)CN1CC(CC1)O)OC N-(3-(3-chloro-2-(4-((3-hydroxypyrrolidin-1-yl)methyl)-3-methoxyphenyl)pyridin-4-yl)-2-methylphenyl)-5-((3-hydroxypyrrolidin-1-yl)methyl)picolinamide